CC1(N(CC(CC1)OS(=O)(=O)C)C(=O)OC(C)(C)C)C tert-butyl 2,2-dimethyl-5-methylsulfonyloxy-piperidine-1-carboxylate